[Cl-].C(CCCCCCCCCCCCC)[P+](CCC[Si](OC)(OC)OC)(C)C tetradecyldimethyl-[3-(trimethoxysilyl)propyl]phosphonium chloride